C(C)N1N=C(C(=C1C)O)CC 1,3-diethyl-4-hydroxy-5-methyl-pyrazole